(S)-1-(2-((S)-3-(4-benzylphenoxy)pyrrolidin-1-yl)acetyl)pyrrolidine-2-carbonitrile C(C1=CC=CC=C1)C1=CC=C(O[C@@H]2CN(CC2)CC(=O)N2[C@@H](CCC2)C#N)C=C1